1-(5-methylthiazol-2-yl)ethan-1-one CC1=CN=C(S1)C(C)=O